N1=C(C=NC=C1)N1CCN(C2=CC=CC=C12)C(OC1CCN(CC1)C)=S (S)-(1-methylpiperidin-4-yl) 4-(pyrazin-2-yl)-3,4-dihydroquinoxaline-1(2H)-carbothioate